O-[Benzotriazol-1-yl]-N,N,N',N'-tetramethyluronium hexafluorophosphate F[P-](F)(F)(F)(F)F.N1(N=NC2=C1C=CC=C2)OC(=[N+](C)C)N(C)C